(S)-3-(5-bromo-3-((2-(2-ethoxy-2-oxoethyl)-3-methylphenoxy)methyl)-1H-indazol-1-yl)pyrrolidine-1-carboxylic acid tert-butyl ester C(C)(C)(C)OC(=O)N1C[C@H](CC1)N1N=C(C2=CC(=CC=C12)Br)COC1=C(C(=CC=C1)C)CC(=O)OCC